(R)-3-cyclopentyl-3-(4-(2-((1-isopropyl-1H-pyrazol-4-yl)amino)-5-methylpyrimidin-4-yl)-1H-pyrazol-1-yl)propanenitrile C1(CCCC1)[C@@H](CC#N)N1N=CC(=C1)C1=NC(=NC=C1C)NC=1C=NN(C1)C(C)C